C(C)OC(=O)C1=CC=2C(=NC=CN2)N1 pyrrolo[2,3-b]pyrazine-6-carboxylic acid ethyl ester